2-((2S,4S)-4-(7-(2-chloro-3-methylphenyl)-4-(3-(dimethylamino)azetidin-1-yl)-6-fluoro-8-methyl-1H-[1,2,3]triazolo[4,5-c]quinolin-1-yl)piperidin-2-yl)acetonitrile ClC1=C(C=CC=C1C)C=1C(=CC=2C3=C(C(=NC2C1F)N1CC(C1)N(C)C)N=NN3[C@@H]3C[C@H](NCC3)CC#N)C